8-amino-N-[4-(1,4'-bipiperidin-1'-ylmethyl)phenyl]-4,4-dimethyl-4,5-dihydro-1H-pyrazolo[4,3-H]quinazoline-3-carboxamide trifluoroacetate FC(C(=O)O)(F)F.NC1=NC=2C3=C(C(CC2C=N1)(C)C)C(=NN3)C(=O)NC3=CC=C(C=C3)CN3CCC(CC3)N3CCCCC3